4-((5-(2-hydroxyphenyl)-1-(4-(trifluoromethyl)benzyl)-1H-indole-7-carboxamido)methyl)benzoic acid OC1=C(C=CC=C1)C=1C=C2C=CN(C2=C(C1)C(=O)NCC1=CC=C(C(=O)O)C=C1)CC1=CC=C(C=C1)C(F)(F)F